C(C)SC1=C(N=CN1C)C1=NC2=C(C=NC(=C2)C(C(F)(F)F)(F)F)N1C 2-[5-(ethylsulfanyl)-1-methyl-1H-imidazol-4-yl]-3-methyl-6-(pentafluoroethyl)-3H-imidazo[4,5-c]pyridine